1,2,6-trimethyl-4-oxopyridine-3-carboxylic acid CN1C(=C(C(C=C1C)=O)C(=O)O)C